[Mo]=O.[Au] gold-molybdenum oxide